2-{2-chloro-4-methanesulfonyl-3-[(2,2,2-trifluoroethoxy)methyl]benzoyl}cyclohexane-1,3-dione ClC1=C(C(=O)C2C(CCCC2=O)=O)C=CC(=C1COCC(F)(F)F)S(=O)(=O)C